8-[(2s,5r)-4-[(2-fluorophenyl)(phenyl)methyl]-2,5-dimethylpiperazin-1-yl]-5-methyl-6-oxo-5,6-dihydro-1,5-naphthyridine-2-carbonitrile FC1=C(C=CC=C1)C(N1C[C@@H](N(C[C@H]1C)C1=CC(N(C=2C=CC(=NC12)C#N)C)=O)C)C1=CC=CC=C1